1-methyl-N-(1-methyl-2-(2-(3,3,3-trifluoropropylamino)pyrimidin-4-yl)-1H-pyrrolo[3,2-c]pyridin-6-yl)-1H-pyrazole-4-carboxamide CN1N=CC(=C1)C(=O)NC1=CC2=C(C=N1)C=C(N2C)C2=NC(=NC=C2)NCCC(F)(F)F